methyl 7-amino-2-methoxy-6-(3-(methoxymethoxy)-2,6-dimethylphenyl)-3-methyl-5-oxo-5,6-dihydro-1,6-naphthyridine-8-carboxylate NC=1N(C(C=2C=C(C(=NC2C1C(=O)OC)OC)C)=O)C1=C(C(=CC=C1C)OCOC)C